N(=[N+]=[N-])CC1(OC2=C(C1)C(=C(C=C2[C@@H](C)N[S@](=O)C(C)(C)C)F)F)C (R)-N-((1R)-1-(2-(azidomethyl)-4,5-difluoro-2-methyl-2,3-dihydrobenzofuran-7-yl)ethyl)-2-methylpropan-2-sulfinamide